(2S,6R)-4-(5-(2',4'-dichlorospiro[cyclobutane-1,5'-pyrrolo[2,3-d]pyrimidin]-7'(6'H)-yl)pyridin-2-yl)-2,6-dimethylmorpholine ClC=1N=C(C2=C(N1)N(CC21CCC1)C=1C=CC(=NC1)N1C[C@@H](O[C@@H](C1)C)C)Cl